3-(dimethylamino)cyclobutanol CN(C1CC(C1)O)C